[N-](S(=O)(=O)C(F)(F)F)S(=O)(=O)C(F)(F)F.C(CCCCCCC)[N+](C)(CCCCCCCC)CCCCCCCC trioctylmethylammonium bis(trifluoromethylsulfonyl)imide salt